C[C@@H]1OCC=CC1 (S)-2-methyl-3,6-dihydro-2H-pyran